ClC1=CC=C(C=C1)C1=CN(CC=2C=CC(=NC12)NCC(F)(F)F)C=1C=CC2=C(N(C=N2)C)C1 8-(4-chlorophenyl)-6-(1-methyl-1H-benzo[d]imidazol-6-yl)-2-(2,2,2-trifluoroethylamino)-1,6-naphthyridin